(S)-N-(3-(8-(2-oxa-6-azaspiro[3.3]heptan-5-yl)-3-(2,2,2-trifluoroethyl)imidazo[1,2-a]pyridin-2-yl)prop-2-yn-1-yl)-2-methoxy-4-(methylsulfonyl)aniline C1OCC12[C@@H](NC2)C=2C=1N(C=CC2)C(=C(N1)C#CCNC1=C(C=C(C=C1)S(=O)(=O)C)OC)CC(F)(F)F